O=C1NC(CCC1N1C(C2=CC=C(C=C2C1=O)N1CCN(CC1)CC1CCN(CC1)CC=1C=C2C(=CN(C2=CC1)CCCC(C)C)C1=CC=C(C=C1)OC(F)(F)F)=O)=O 2-(2,6-dioxopiperidin-3-yl)-5-(4-((1-((1-(4-methylpentyl)-3-(4-(trifluoromethoxy)phenyl)-1H-indol-5-yl)methyl)piperidin-4-Yl)methYl)piperazin-1-yl)isoindoline-1,3-dione